C1(CC1)C(=O)NC1=NC=CC(=C1)N1C=CC2=C(C=CC=C12)NC(=O)C=1C(N(C=CC1)C)=O N-(1-(2-(Cyclopropancarboxamido)pyridin-4-yl)-1H-indol-4-yl)-1-methyl-2-oxo-1,2-dihydropyridin-3-carboxamid